C(C)(C)(C)C1=NC=C(C=N1)C=1N=C2SCC(CN2C(C1C#N)=O)COC 8-(2-(tert-butyl)pyrimidin-5-yl)-3-(methoxymethyl)-6-oxo-3,4-dihydro-2H,6H-pyrimido[2,1-b][1,3]thiazine-7-carbonitrile